9-(2,6-dimethyl-4-prop-1-ynyl-phenyl)-3-ethylsulfonyl-3-azaspiro[5.5]undecane-8,10-dione CC1=C(C(=CC(=C1)C#CC)C)C1C(CC2(CCN(CC2)S(=O)(=O)CC)CC1=O)=O